3-[4-[[(2R,4S)-4-Hydroxy-1-methyl-pyrrolidin-2-yl]methoxy]anilino]-5-methyl-6-(1-methylbenzimidazol-4-yl)pyrazin-2-carboxamid O[C@H]1C[C@@H](N(C1)C)COC1=CC=C(NC=2C(=NC(=C(N2)C)C2=CC=CC=3N(C=NC32)C)C(=O)N)C=C1